C(#N)Br Cyanobromide